2-amino-2-oxo-1-phenylethyl methanesulfonate CS(=O)(=O)OC(C(=O)N)C1=CC=CC=C1